ClC1=C(C(=CC=C1)F)CC(=O)NC1=CC(=C(C=C1)COC=1C=NC(=CC1)F)S(N)(=O)=O 2-(2-chloro-6-fluorophenyl)-N-(4-(((6-fluoropyridin-3-yl)oxy)methyl)-3-sulfamylphenyl)acetamide